FC1=CC(=C(O\C(\C(=O)OCC)=C/O)C=C1)N1C(=NC=C1)C(C)C ethyl (Z)-2-(4-fluoro-2-(2-isopropyl-1H-imidazol-1-yl) phenoxy)-3-hydroxyacrylate